1,1-dibenzyl-3-(3,4-dichlorophenyl)urea C(C1=CC=CC=C1)N(C(=O)NC1=CC(=C(C=C1)Cl)Cl)CC1=CC=CC=C1